S(=O)(=O)([O-])[O-].[Pt+2].C1(C(CCCC1)N)N (1,2-cyclohexanediamine) platinum sulfate